C[C@@H]1CNC(N1C1=NC=C(C=C1)C)=O (R)-5-methyl-1-(5-methylpyridin-2-yl)imidazolidin-2-one